C[C@H]1N(CCOC1)C=1C2=C(N=C(N1)C1=C3C(=NC=C1)NC=C3)C(=CS2)CN2CCCC2 (R)-3-methyl-4-(7-(pyrrolidin-1-ylmethyl)-2-(1H-pyrrolo[2,3-b]pyridine-4-yl)thieno[3,2-d]pyrimidin-4-yl)morpholine